7-[(1R)-2-[4-(2-chloroacetyl)piperazin-1-yl]-1-methyl-2-oxo-ethoxy]-4-(2-chloro-4-fluoro-phenyl)chromen-2-one ClCC(=O)N1CCN(CC1)C([C@H](OC1=CC=C2C(=CC(OC2=C1)=O)C1=C(C=C(C=C1)F)Cl)C)=O